4-(1-cyanocyclobutylamino)-2-fluoro-N-methylbenzamide C(#N)C1(CCC1)NC1=CC(=C(C(=O)NC)C=C1)F